4-(((S)-1-(2-Chlorophenyl)ethyl)amino)-2-fluoro-N-((R,E)-4-(methylsulfonyl)but-3-en-2-yl)benzamide ClC1=C(C=CC=C1)[C@H](C)NC1=CC(=C(C(=O)N[C@H](C)\C=C\S(=O)(=O)C)C=C1)F